C(C)OC(=O)[C@H]1CN(CC[C@@H]1NC(=O)C=1N=NN(C1)C1=C(C=C(C=C1)F)F)C(=O)OC(C)(C)C (3S,4S)-4-{[1-(2,4-Difluoro-phenyl)-1H-[1,2,3]triazole-4-carbonyl]amino}-piperidine-1,3-dicarboxylic Acid 1-tert-butyl Ester 3-ethyl Ester